NC(C(=O)OC(C)(C)C)C1=CC(=C(C=C1)Cl)OC(F)(F)F tert-butyl 2-amino-2-(4-chloro-3-(trifluoromethoxy)phenyl)acetate